C(C)N1CCN(CC1)C=1C=CC(=NC1)NC1=NC=C(C(=N1)C1=C(C2=NN(C(=C2S1)C(C)O)C)C)F 1-(5-(2-((5-(4-ethylpiperazin-1-yl)pyridin-2-yl)amino)-5-fluoropyrimidin-4-yl)-2,6-dimethyl-2H-thieno[3,2-c]pyrazol-3-yl)ethan-1-ol